(6-((2-((2-methoxy-5-(1-methyl-1H-pyrazol-4-yl)-4-morpholinylphenyl)amino)-5-(trifluoromethyl)pyrimidin-4-yl)amino)quinoxalin-5-yl)dimethylphosphine COC1=C(C=C(C(=C1)N1CCOCC1)C=1C=NN(C1)C)NC1=NC=C(C(=N1)NC=1C(=C2N=CC=NC2=CC1)P(C)C)C(F)(F)F